((triethylsilyl)(ethyl)cyclopentadienyl)indium C(C)[Si](CC)(CC)C=1C(C=CC1)(CC)[In]